3-[4-(3-Fluoro-4-piperidinyl)-3-methyl-2-oxo-benzoimidazol-1-yl]piperidine-2,6-dione FC1CNCCC1C1=CC=CC=2N(C(N(C21)C)=O)C2C(NC(CC2)=O)=O